F[P-](F)(F)(F)(F)F.C(#N)C1=[NH+]C=CC=C1 2-cyanopyridinium hexafluorophosphate